4-(2-pyrrolyl)phenyl-1,3,5-triazine N1C(=CC=C1)C1=CC=C(C=C1)C1=NC=NC=N1